COC1=NC=CC(=N1)C1=CC=2C=NC(=CC2N1)NC(=O)C1=NN(C(=C1)C)C N-(2-(2-methoxypyrimidin-4-yl)-1H-pyrrolo[3,2-c]pyridin-6-yl)-1,5-dimethyl-1H-pyrazole-3-carboxamide